C1(=CC=CC=C1)C1N(OCC1)C1=NC(=NC=C1C(F)(F)F)NC1=CC(=C(C(=C1)OC)OC)OC 4-(3-phenylisoxazolidin-2-yl)-5-(trifluoromethyl)-N-(3,4,5-trimethoxyphenyl)pyrimidin-2-amine